FC=1C(=NC=CC1)C1(CCC1)CNC1=NC=C(C=N1)C=1SC(=CN1)CNC(C)=O N-({2-[2-({[(3-fluoro-2-pyridyl)cyclobutyl]methyl}amino)pyrimidin-5-yl]-1,3-thiazol-5-yl}methyl)acetamide